(2-(4,4-difluoropiperidin-1-yl)-4-morpholinylphenyl)-6-(1H-pyrazol-4-yl)picolinamide FC1(CCN(CC1)C1=C(C=CC(=C1)N1CCOCC1)C=1C(=NC(=CC1)C=1C=NNC1)C(=O)N)F